N-(2-((2S,4R)-2-(((R)-1-(4-carbamimidoylthiophen-2-yl)ethyl)carbamoyl)-4-fluoro-4-(methoxymethyl)pyrrolidin-1-yl)-2-oxoethyl)-9H-carbazole-3-carboxamide C(N)(=N)C=1C=C(SC1)[C@@H](C)NC(=O)[C@H]1N(C[C@](C1)(COC)F)C(CNC(=O)C=1C=CC=2NC3=CC=CC=C3C2C1)=O